2-((1r,4r)-4-ethoxycyclohexylamino)-4-(1-hydroxy-2-methylpropan-2-ylamino)pyrimidine-5-carboxamide C(C)OC1CCC(CC1)NC1=NC=C(C(=N1)NC(CO)(C)C)C(=O)N